tert-butyl-[3-({[(2-aminoethyl)sulfanyl]acetyl}{(1R)-1-[1-benzyl-4-(2,5-difluorophenyl)-1H-imidazol-2-yl]-2,2-dimethylpropyl}amino)propyl]carbamate C(C)(C)(C)OC(NCCCN([C@H](C(C)(C)C)C=1N(C=C(N1)C1=C(C=CC(=C1)F)F)CC1=CC=CC=C1)C(CSCCN)=O)=O